acrylic acid 2-(glycidyloxy)ethyl ester C(C1CO1)OCCOC(C=C)=O